alpha-Terpinyl isobutyrate CC1=CCC(CC1)C(C)(C)OC(=O)C(C)C